Cl.FC=1C=C(CNCCC)C=CC1 N-(3-fluorobenzyl)propan-1-amine hydrochloride